FC1(CCN(CCC1)C1=NC2=CC(=CC=C2C=C1C(=O)NC=1C=C(SC1C)C(=O)O)F)F 4-(2-(4,4-difluoroazepan-1-yl)-7-fluoroquinoline-3-carboxamido)-5-methylthiophene-2-carboxylic acid